1-fluoro-N-(6-(5-methyl-1,3,4-thiadiazol-2-yl)isoquinolin-3-yl)cyclopropane-1-carboxamide FC1(CC1)C(=O)NC=1N=CC2=CC=C(C=C2C1)C=1SC(=NN1)C